1-(naphthalen-2-yl)1-pentanone C1=C(C=CC2=CC=CC=C12)C(CCCC)=O